COC1=CC=C(C=N1)C=1C=NC=C(C1)C 6'-methoxy-5-methyl-3,3'-bipyridine